ClC=1C(=C(C=CC1)C1(CC1)N1CCC(CC1)CC1=NC(=CC=C1F)NC1=NNC(=C1)C)F 1-(1-(3-chloro-2-fluorophenyl)-cyclopropyl)-4-((3-fluoro-6-((5-methyl-1H-pyrazol-3-yl)amino)-pyridin-2-yl)methyl)piperidine